(R)-4-chloro-6-(3-cyanopyrrolo[1,2-b]pyridazin-7-yl)-N-(2-fluoro-3-hydroxy-3-methylbutyl)nicotinamide ClC1=CC(=NC=C1C(=O)NC[C@H](C(C)(C)O)F)C1=CC=C2N1N=CC(=C2)C#N